FC1(CN(CC1(C)C)C1=CC(=NC=2N1N=CN2)C=2C(=NC(=NC2)OC)OC)F 7-(3,3-difluoro-4,4-dimethylpyrrolidin-1-yl)-5-(2,4-dimethoxypyrimidin-5-yl)-[1,2,4]triazolo[1,5-a]pyrimidine